2,2-bis(trifluoromethyl)-1,3-dioxolane FC(C1(OCCO1)C(F)(F)F)(F)F